C(=O)(OC(C)(C)C)N1CC(CC1)(C(F)(F)F)O N-BOC-3-hydroxy-3-(trifluoromethyl)pyrrolidine